ethyl 3-((5-bromonaphthalen-1-yl)amino)propanoate BrC1=C2C=CC=C(C2=CC=C1)NCCC(=O)OCC